COC=1C=2N(C=C(C1)C=1C=NN(C1)C1=CC(=CC=C1)OC1CCNCC1)N=CC2C#N 4-methoxy-6-(1-(3-(piperidin-4-yloxy)phenyl)-1H-pyrazol-4-yl)pyrazolo[1,5-a]pyridine-3-carbonitrile